6-bromo-5-fluoro-1-(piperidin-4-ylmethyl)indazole BrC1=C(C=C2C=NN(C2=C1)CC1CCNCC1)F